BrC=1C=C(C(=NC1)C)C(=O)OCC ethyl 5-bromo-2-methylpyridine-3-carboxylate